COC=1C=C(C=CC1OC)CCNCC(COC1=CC=C(C=C1)C(C=CC1=CC=C(C=C1)OC)=O)O 1-[4-[3-[2-(3,4-Dimethoxyphenyl)ethylamino]-2-hydroxypropoxy]phenyl]-3-(4-methoxyphenyl)prop-2-en-1-one